3-({[(3R)-1-(tert-butoxycarbonyl)piperidin-3-yl]carbonyl}amino)-5-(2-chloro-5-cyanophenyl)-1H-indazole-1-carboxylic acid pent-3-yl ester CCC(CC)OC(=O)N1N=C(C2=CC(=CC=C12)C1=C(C=CC(=C1)C#N)Cl)NC(=O)[C@H]1CN(CCC1)C(=O)OC(C)(C)C